N1=C(C=CC=C1)N1CCNCCC1 1-(2-pyridyl)-homopiperazine